5-hydroxy-6-methyl-3-{2-[(pyrrolidin-1-yl)methyl]-1H-indol-3-yl}-2,3-dihydro-1H-isoindol-1-one OC=1C=C2C(NC(C2=CC1C)=O)C1=C(NC2=CC=CC=C12)CN1CCCC1